C1CN=C2N1C1=C(C(N2)=O)CNCC1 2,4,6,7,8,9-HEXAHYDROIMIDAZO[1,2-A]PYRIDO[3,4-E]PYRIMIDIN-5(1H)-ONE